6-((S)-1-amino-1,3-dihydrospiro[indene-2,4'-piperidine]-1'-yl)-3-(1-(3-(tetrahydrofuran-3-yl)phenyl)cyclopropyl)-1,5-dihydro-4H-pyrazolo[3,4-d]pyrimidin-4-one N[C@@H]1C2=CC=CC=C2CC12CCN(CC2)C=2NC(C1=C(N2)NN=C1C1(CC1)C1=CC(=CC=C1)C1COCC1)=O